(R)-1-(6-fluoropyridin-2-yl)-3-(isoquinolin-4-yl)-2-oxoimidazoline-4-carbonitrile FC1=CC=CC(=N1)N1C(N([C@H](C1)C#N)C1=CN=CC2=CC=CC=C12)=O